((1R,5S,6s)-6-((4-(2-aminopropan-2-yl)-6-(4-fluorophenyl)pyridin-2-yl)oxy)-3-azabicyclo[3.1.0]hexan-3-yl)(7-(1-hydroxyethyl)-2-methylpyrazolo[1,5-a]pyridin-5-yl)methanone NC(C)(C)C1=CC(=NC(=C1)C1=CC=C(C=C1)F)OC1[C@@H]2CN(C[C@H]12)C(=O)C1=CC=2N(C(=C1)C(C)O)N=C(C2)C